N[C@H](C(=O)OC)C1=CC=C(C=C1)Cl methyl (S)-2-amino-2-(4-chlorophenyl)acetate